The molecule is an alpha,beta-unsaturated monocarboxylic acid that is methacrylic acid (2-methylacrylic acid) in which the pro-Z hydrogen at the beta position has been replaced by an amino group. It is an alpha,beta-unsaturated monocarboxylic acid and an enamine. It derives from a methacrylic acid. It is a conjugate acid of a (Z)-3-amino-2-methylacrylate. C/C(=C/N)/C(=O)O